C(C)(=O)C1=C(C=CC=C1)C=1C=C2C(C=C(OC2=CC1)N1CCOCC1)=O 6-(2-Acetylphenyl)-2-morpholin-4-ylchromen-4-one